ClC1=C(C=C2C=C(N=CC2=C1)NC(=O)[C@@H]1CC12CCOCC2)N2C[C@@H](N(CC2)[C@@]2(COC[C@@H]2O)C)C (R)-N-(7-chloro-6-((S)-4-((3R,4R)-4-hydroxy-3-methyltetrahydrofuran-3-yl)-3-methylpiperazin-1-yl)isoquinolin-3-yl)-6-oxaspiro[2.5]octane-1-carboxamide